C(N)(OC1C[C@H](OC2=CC=C(C=C12)Br)C1CN2CCC1CC2)=O (S)-quinuclidin-3-yl-(6-bromochroman-4-yl) carbamate